O(C#N)CC(C)=O cyanatoacetone